The molecule is dianion of GDP-D-glycero-alpha-D-manno-heptose arising from deprotonation of both free OH groups of the diphosphate. It is a conjugate base of a GDP-D-glycero-alpha-D-manno-heptose. C1=NC2=C(N1[C@H]3[C@@H]([C@@H]([C@H](O3)COP(=O)([O-])OP(=O)([O-])O[C@@H]4[C@H]([C@H]([C@@H]([C@H](O4)[C@@H](CO)O)O)O)O)O)O)N=C(NC2=O)N